BrC1=CC=C(C=C1)C1(CC1)C(=O)N[C@@H]1C[C@@H](OC2=C1C=CC(=C2)OC)C2=CC=C(C(=O)O)C=C2 4-[(2r,4r)-4-{[1-(4-bromophenyl)cyclopropane-1-carbonyl]amino}-7-methoxy-3,4-dihydro-2H-1-benzopyran-2-yl]benzoic acid